OC1=C(OC2=CC(=CC(=C2C1=O)O)O)C1=CC=C(C=C1)[O-] 4-(3,5,7-trihydroxy-4-oxo-4H-chromen-2-yl)phenolate